7-cyclopropoxy-2-methanesulfonyl-5-[2-(triisopropylsilyl)ethynyl]pyrido[2,3-d]pyrimidine C1(CC1)OC=1C=C(C2=C(N=C(N=C2)S(=O)(=O)C)N1)C#C[Si](C(C)C)(C(C)C)C(C)C